C(#N)C=1C(=C(C(=NC1)C(=O)NC=1C=C2C(=NNC2=CC1)C1CC1)C)C 5-cyano-N-(3-cyclopropyl-1H-indazol-5-yl)-3,4-dimethylpicolinamide